4-(2-(4-bromophenoxy)ethyl)morpholine BrC1=CC=C(OCCN2CCOCC2)C=C1